C(C)(C)(C)OC(NC[C@@H](C)C1=CC(=CC=C1)N)=O (S)-(2-(3-aminophenyl)propyl)carbamic acid tert-butyl ester